chloro-{[(1R,2R)-(-)-2-amino-1,2-diphenylethyl]}(4-toluenesulfonyl)ammonia ClN(S(=O)(=O)C1=CC=C(C)C=C1)[C@@H]([C@@H](C1=CC=CC=C1)N)C1=CC=CC=C1